C(OC=1C(=NC=CC1OC)C(N[C@@H](C)C1=NN(C(=N1)C1=CC(=CC(=C1)C)C)C)=O)(OCC(C)C)=O (S)-2-((1-(5-(3,5-dimethylphenyl)-1-methyl-1,2,4-triazol-3-yl)ethyl)carbamoyl)-4-methoxypyridin-3-yl isobutyl carbonate